C(C)OS(=O)CCS 2-mercaptoethanesulfinic acid ethyl ester